cyanuric acid monooleate C(CCCCCCC\C=C/CCCCCCCC)(=O)O.N1C(=O)NC(=O)NC1=O